C(C)OC(=O)C1=C(NC(S1)=S)C 4-methyl-2-thioxo-2,3-dihydrothiazole-5-carboxylic acid ethyl ester